N-(7-bromo-2-(3-hydroxy-3-methylbutyl)-2H-indazol-5-yl)-6-(trifluoromethyl)pyridine-2-carboxamide BrC1=CC(=CC2=CN(N=C12)CCC(C)(C)O)NC(=O)C1=NC(=CC=C1)C(F)(F)F